C1CCN2CCC3=C(C12)C=CC=1C=2C=CC=CC2C=CC13 PHENANTHROINDOLIZIDIN